bis(triphenyl-sulfonium) perfluoroethanedisulfonate FC(C(S(=O)(=O)[O-])(F)F)(S(=O)(=O)[O-])F.C1(=CC=CC=C1)[S+](C1=CC=CC=C1)C1=CC=CC=C1.C1(=CC=CC=C1)[S+](C1=CC=CC=C1)C1=CC=CC=C1